FC=1C=C(CC=2C=NN(C2)C(=O)N)C=CC1 4-(3-fluorobenzyl)-1H-pyrazole-1-carboxamide